B([O-])([O-])[O-].[Na+].B(O)(O)O.[Na+].[Na+] boric acid sodium borate